N-(tert-Butyl)-3-((2-((4-(4-(4-((2-(2,6-dioxopiperidin-3-yl)-1-Oxoisoindoline-5-yl)methyl)piperazin-1-yl)piperidin-1-yl)phenyl)amino)-5-methylpyrimidin-4-yl)amino)benzenesulfonamide C(C)(C)(C)NS(=O)(=O)C1=CC(=CC=C1)NC1=NC(=NC=C1C)NC1=CC=C(C=C1)N1CCC(CC1)N1CCN(CC1)CC=1C=C2CN(C(C2=CC1)=O)C1C(NC(CC1)=O)=O